(2-((5-chloro-2-((6-methoxy-2-methyl-1,2,3,4-tetrahydroisoquinolin-7-yl)amino)pyrimidin-4-yl)amino)-5-hydroxyphenyl)dimethylphosphine oxide ClC=1C(=NC(=NC1)NC1=C(C=C2CCN(CC2=C1)C)OC)NC1=C(C=C(C=C1)O)P(C)(C)=O